C(CCCCCC)(=O)SCCNC(CCNC([C@@H](C(COP(OP(OC[C@@H]1[C@H]([C@H]([C@@H](O1)N1C=NC=2C(N)=NC=NC12)O)OP(=O)(O)O)(=O)O)(=O)O)(C)C)O)=O)=O heptanoyl-CoA